NC1=CC(N(C=C1)C)=O 4-amino-1-methyl-1,2-dihydropyridin-2-one